ClC1=C(C=CC=C1Cl)C1=CNC=2N=C(N=C(C21)C#N)N2CCC(CC2)(C)NC(OC(C)(C)C)=O Tert-butyl (1-(5-(2,3-dichlorophenyl)-4-cyano-7H-pyrrolo[2,3-d]pyrimidin-2-yl)-4-methylpiperidin-4-yl)carbamate